The molecule is a 1,2-diacyl-sn-glycerol 3-phosphate in which the acyl substituents at positions 1 and 2 are specified as oleoyl and heptadecanoyl respectively. It derives from a heptadecanoic acid and an oleic acid. It is a conjugate acid of a 1-oleoyl-2-heptadecanoyl-sn-glycero-3-phosphate(2-). CCCCCCCCCCCCCCCCC(=O)O[C@H](COC(=O)CCCCCCC/C=C\\CCCCCCCC)COP(=O)(O)O